N-[(2,4-diaminoquinazolin-7-yl)methyl]-N-(2-methanesulfonylphenyl)acetamide NC1=NC2=CC(=CC=C2C(=N1)N)CN(C(C)=O)C1=C(C=CC=C1)S(=O)(=O)C